3-(1-benzyl-4-(2-ethoxy-2-oxoethyl)-3-methyl-2-oxo-5-(4-trifluoromethylphenyl)-2,3-dihydro-1H-pyrrol-3-yl)propionic acid ethyl ester C(C)OC(CCC1(C(N(C(=C1CC(=O)OCC)C1=CC=C(C=C1)C(F)(F)F)CC1=CC=CC=C1)=O)C)=O